[N+](=O)([O-])C1=CC=C(C=N1)N1[C@H]2CN(C(C1)C2)C(=O)OC(C)(C)C Tert-butyl (4R)-5-(6-nitro-3-pyridyl)-2,5-diazabicyclo[2.2.1]heptane-2-Carboxylate